C(C)(C)(C)OC(=O)N1C[C@H]2N(C3=C(N(CC2)C)C=C(C=C3)N3C(NC(CC3)=O)=O)CC1 (S)-9-(2,4-dioxotetrahydropyrimidin-1(2H)-yl)-7-methyl-1,2,4a,5,6,7-hexahydrobenzo[b]pyrazino[1,2-d][1,4]diazepine-3(4H)-carboxylic acid tert-butyl ester